CN1CCC(CC1)NCC1=CC(=C(C=C1)OCCN1CCN(CC1)C)OC N-(1-methylpiperidin-4-yl)-3-methoxy-4-[2-(4-methylpiperazin-1-yl)ethoxy]Benzylamine